OCCOCCOCCOCCOCCOCCOCCOCCOCCN1C(OCC2=C1N=C(N=C2)S(=O)(=O)C)=O 1-[2-[2-[2-[2-[2-[2-[2-[2-(2-hydroxyethoxy)ethoxy]ethoxy]ethoxy]ethoxy]ethoxy]ethoxy]ethoxy]ethyl]-7-methylsulfonyl-4H-pyrimido[4,5-d][1,3]oxazin-2-one